COC(C(=O)N)(C)C 2-methoxy-2-methyl-propionamide